N-(3-chloro-4-fluorophenyl)-4-(5-hydroxy-5-(1-isopropyl-1H-pyrazol-5-yl)octahydropentalen-2-yl)-1-methyl-1H-imidazole-5-carboxamide ClC=1C=C(C=CC1F)NC(=O)C1=C(N=CN1C)C1CC2CC(CC2C1)(C1=CC=NN1C(C)C)O